ClC1=CC=[13C](C=C1)O 4-chlorophenol-13C